BrC1=C2C(=C(N=C1)CNC(C1=C(C=CC(=C1)F)OC)=O)N(C=C2)COCC[Si](C)(C)C N-((4-bromo-1-((2-(trimethylsilyl)ethoxy)methyl)-1H-pyrrolo[2,3-c]pyridin-7-yl)methyl)-5-fluoro-2-methoxybenzamide